FC1(CN(C[C@@H](C1)C=1C=NC(=CC1)OC)C(=O)OC(C)(C)C)F tert-butyl (S)-3,3-difluoro-5-(6-methoxypyridin-3-yl)piperidine-1-carboxylate